4-[[3-(4-fluorophenyl)-5-propyl-1H-1,2,4-triazol-1-yl]methyl]-2-(trifluoromethyl)pyridine FC1=CC=C(C=C1)C1=NN(C(=N1)CCC)CC1=CC(=NC=C1)C(F)(F)F